C(C1=CC=CC=C1)OC(N[C@@H](CC(C)C)C(NN(C(CBr)=O)CCC(=O)N)=O)=O N-[(1S)-1-[[(3-amino-3-oxo-propyl)-(2-bromoacetyl)amino]carbamoyl]-3-methyl-butyl]carbamic acid benzyl ester